2-(2-phenylbutyrylamino)-N-(3,4-difluorobenzyl)thiophene-3-carboxamide C1(=CC=CC=C1)C(C(=O)NC=1SC=CC1C(=O)NCC1=CC(=C(C=C1)F)F)CC